6-(2,6-dichlorophenyl)-8-methyl-2-((6-(2-morpholinoethoxy)pyridin-3-yl)amino)pyrido[2,3-d]pyrimidin-7(8H)-one ClC1=C(C(=CC=C1)Cl)C1=CC2=C(N=C(N=C2)NC=2C=NC(=CC2)OCCN2CCOCC2)N(C1=O)C